N1(N=NC2=C1C=CC=C2)CC(=O)N(C2=CC=C(C=C2)C2CNCC2)CC2=CC(=CC(=C2)F)F 2-(benzotriazol-1-yl)-N-[(3,5-difluorophenyl)methyl]-N-(4-pyrrolidin-3-ylphenyl)acetamide